methyl-2-amino-5-chloro-3,6-difluoro-4-(6-fluoro-1-methyl-1H-indazol-7-yl)benzoate COC(C1=C(C(=C(C(=C1F)Cl)C=1C(=CC=C2C=NN(C12)C)F)F)N)=O